NCC1(CCN(CC1)C(=O)OC(C)(C)C)C1=CC=C(C=C1)F tert-Butyl 4-(aminomethyl)-4-(4-fluorophenyl)piperidine-1-carboxylate